N1=NN=NC(=C1)CCCN tetrazinepropylamine